NC1=C(C=CC=C1)C1=CC(=CC=C1Cl)C(=O)OCC ethyl 2'-amino-6-chloro-[1,1'-biphenyl]-3-carboxylate